FC1=C(C(=O)O)C=C(C=C1)OC 2-fluoro-5-methoxyBenzoic acid